(6-methoxy-2-(4-methoxyphenyl)quinolin-4-yl)-N1-methylpropane-1,3-diamine COC=1C=C2C(=CC(=NC2=CC1)C1=CC=C(C=C1)OC)C(CCN)NC